CC1(CNC2=CC(=CC=C2C1)NC(=O)C1=CNC2=CC=C(C=C12)C=1C(=NC=CC1)F)C N-(3,3-dimethyl-1,2,3,4-tetrahydroquinolin-7-yl)-5-(2-fluoropyridin-3-yl)-1H-indole-3-carboxamide